[1,4]dioxin-3-sulfonyl chloride O1C=C(OC=C1)S(=O)(=O)Cl